The molecule is a first-generation cephalosporin antibiotic having [(5-methyl-1,3,4-thiadiazol-2-yl)sulfanyl]methyl and [(3,5-dichloro-4-oxopyridin-1(4H)-yl)acetamido side-groups located at positions 3 and 7 respectively. It has a role as an antibacterial drug. It is a cephalosporin, a semisynthetic derivative, a member of thiadiazoles, a carboxylic acid and a member of 4-pyridones. CC1=NN=C(S1)SCC2=C(N3[C@@H]([C@@H](C3=O)NC(=O)CN4C=C(C(=O)C(=C4)Cl)Cl)SC2)C(=O)O